C(#N)C(C(=O)N1C[C@@H]([C@H](C1)F)OC(=O)N[C@@H](CC1=CC=CC=C1)B(O)O)=CC(C)(C)N1CC(CC1)(F)F ((R)-1-(((((3S,4S)-1-(2-cyano-4-(3,3-difluoropyrrolidin-1-yl)-4-methylpent-2-enoyl)-4-fluoropyrrolidin-3-yl)oxy)carbonyl)amino)-2-phenylethyl)boronic acid